NC1=NC(=C(C=C1C=1C=C2CCNC(C2=CC1)=O)C1=CC(=C(C=C1)N1CCOCC1)CN1CCC1)F 6-(2-amino-5-(3-(azetidin-1-ylmethyl)-4-morpholinophenyl)-6-fluoropyridin-3-yl)-3,4-dihydroisoquinolin-1(2H)-one